NC=1SC2=C(C1C#N)[C@](CCC2)(C(=O)O)C (4S)-2-amino-3-cyano-4-methyl-4,5,6,7-tetrahydro-1-benzothiophene-4-carboxylic acid